5-acetamido-8-bromo-2-tert-butoxycarbonyl-1,2,3,4-tetrahydroisoquinoline C(C)(=O)NC1=C2CCN(CC2=C(C=C1)Br)C(=O)OC(C)(C)C